C(C=C)(=O)N1C[C@H](CC1)OC(=O)N[C@@H](CC1=CC=CC=C1)B(O)O ((R)-1-(((((S)-1-acryloylpyrrolidin-3-yl)oxy)carbonyl)amino)-2-phenylethyl)boronic acid